N-(5-(((2S,4R)-4-([1,2,4]triazolo[4,3-a]pyrimidin-6-yloxy)-2-methylpyrrolidin-1-yl)methyl)-4-fluorothiazol-2-yl)acetamide N=1N=CN2C1N=CC(=C2)O[C@@H]2C[C@@H](N(C2)CC2=C(N=C(S2)NC(C)=O)F)C